8-chloro-4-(neopentylamino)quinoline-3-carbonitrile hydrochloride salt Cl.ClC=1C=CC=C2C(=C(C=NC12)C#N)NCC(C)(C)C